CC1=CC=C(C=N1)O 6-Methylpyridine-3-ol